FC1=C(C=CC(=C1)F)C(OC1=CC(C(C(=N1)C)C1=CC(=NC=C1C)F)=O)([2H])[2H] 6-((2,4-difluorophenyl)methoxy-d2)-3-(2-fluoro-5-methylpyridine-4-yl)-2-methylpyridin-4(3H)-one